NC1=C(SC2=NC(=CC=C21)C)C(=O)N[C@H]2COC1=C(C2)C=C(C(=C1)N1C[C@@H]([C@H](C1)OC)N)C#N 3-amino-N-[(3R)-7-[(3S,4S)-3-amino-4-methoxypyrrolidin-1-yl]-6-cyano-3,4-dihydro-2H-1-benzopyran-3-yl]-6-methylthieno[2,3-b]pyridine-2-carboxamide